ClC=1C(=C(CNC(CN(C(CN2N=C(C3=CC(=CC=C23)NC(=O)N(C)C)C(=O)N)=O)C2CC2)=O)C=CC1)F 1-(2-((2-((3-chloro-2-fluorobenzyl)amino)-2-oxoethyl)(cyclopropyl)amino)-2-oxoethyl)-5-(3,3-dimethylureido)-1H-indazole-3-carboxamide